CC(C)(C)[S@](=O)N (S)-(-)-2-methyl-propane-2-sulfinamide